(1-methyl-2,3,4,5-tetrahydro-1H-benzo[b]azepin-5-yl)methanamine CN1C2=C(C(CCC1)CN)C=CC=C2